(R)-(4-amino-8-chloro-3,4-dihydro-2H-pyrano[2,3-c]pyridin-4-yl)methanol N[C@@]1(CCOC2=C(N=CC=C21)Cl)CO